NC1=CC(=NC(=C1)C(F)(F)F)[C@@H](C)NC1=C2C(=C(N=N1)C)C=NC(=C2)Cl (R)-N-(1-(4-amino-6-(trifluoromethyl)pyridin-2-yl)ethyl)-7-chloro-4-methylpyrido[3,4-d]Pyridazin-1-amine